5-bromo-3-fluoro-benzene-1,2-diol BrC1=CC(=C(C(=C1)O)O)F